(R)-1-(3-(difluoro(1-isopropylazetidin-3-yl)methyl)-2-fluorophenyl)ethanamine FC(C=1C(=C(C=CC1)[C@@H](C)N)F)(C1CN(C1)C(C)C)F